(E)-2-cyano-1-{[2-(4-{3-[3-(piperidin-1-yl)propoxy]phenyl}indoline-1-carbonyl)thiazol-5-yl]methyl}-3-(pyridin-4-yl)guanidine C(#N)/N=C(\NCC1=CN=C(S1)C(=O)N1CCC2=C(C=CC=C12)C1=CC(=CC=C1)OCCCN1CCCCC1)/NC1=CC=NC=C1